2-[4-[1-(8-benzyloxy-2-methyl-2-tetrahydropyran-2-yloxy-octyl)cyclopropyl]sulfonylphenyl]-4,4,5,5-tetramethyl-1,3,2-dioxaborolane C(C1=CC=CC=C1)OCCCCCCC(CC1(CC1)S(=O)(=O)C1=CC=C(C=C1)B1OC(C(O1)(C)C)(C)C)(OC1OCCCC1)C